6-cyclobutoxy-4-(4-fluoro-3-(4-(4-methoxypyridin-2-yl)piperazine-1-carbonyl)benzyl)phthalazin-1(2H)-one C1(CCC1)OC=1C=C2C(=NNC(C2=CC1)=O)CC1=CC(=C(C=C1)F)C(=O)N1CCN(CC1)C1=NC=CC(=C1)OC